CN(C(C(=C)C)=O)C1=C(C=C(C=C1)C=1SC=CC1)C#N N-methyl-N-(2-cyano-4-thiophenylphenyl)-methacrylamide